COC=1C=C(C=C(C1)OC)NC(=O)C=1C=2C[C@@H]3[C@H](C2N(N1)C1=C(C=C(C=C1)F)F)C3 (1aR,5aR)-2-(2,4-Difluoro-phenyl)-1a,2,5,5a-tetrahydro-1H-2,3-diaza-cyclopropa[a]pentalene-4-carboxylic acid (3,5-dimethoxy-phenyl)-amide